racemic-tert-butyl 2,7-dimethyl-3-(((trifluoromethyl)sulfonyl)oxy)-2,4,5,7-tetrahydro-6H-pyrazolo[3,4-c]pyridine-6-carboxylate CN1N=C2[C@H](N(CCC2=C1OS(=O)(=O)C(F)(F)F)C(=O)OC(C)(C)C)C |r|